N1=CC=C(C=C1)C1=CC(=NN1)C(=O)N1CCC(CC1)C(=O)N1CC2=CC=CC=C2CC1 2-{1-[5-(pyridin-4-yl)-1H-pyrazole-3-carbonyl]piperidine-4-carbonyl}-1,2,3,4-tetrahydroisoquinoline